C(CC1=CC=CC=C1)C1(CCN(CC1)C(C)(C)C=1C=NC=CC1)C1=NC=CC=C1 2-(4-phenethyl-1-(2-(pyridin-3-yl)propan-2-yl)piperidin-4-yl)pyridine